N1=CNC2=NC=CC(=C21)C=2C=NN(C2)C2=CC=C(C=N2)C(CCC(=O)N2CC(C2)C#N)C(F)(F)F 1-(4-(6-(4-(3H-imidazo[4,5-b]pyridin-7-yl)-1H-pyrazol-1-yl)pyridin-3-yl)-5,5,5-trifluoropentanoyl)azetidine-3-carbonitrile